4-{5-[1-ethyl-3-(hydroxymethyl)-1H-pyrazol-5-yl]-4H-1,2,4-triazol-3-yl}-1-methyl-1H-indazole-6-carboxamide C(C)N1N=C(C=C1C=1NC(=NN1)C1=C2C=NN(C2=CC(=C1)C(=O)N)C)CO